6-bromoisobenzofuran-1(3H)-one BrC1=CC=C2COC(C2=C1)=O